N[C@]1(C[C@H](CCC1)C)C#N cis-1-amino-3-methylcyclohexanecarbonitrile